N[C@H]1C(NCC1)=O (R)-3-amino-2-pyrrolidinone